NCC1=C(CN2N(C3=C(CN(CC3)CC3=CC(=CC(=C3)F)F)C2=O)CCO)C=CC(=C1)F 2-(2-(Aminomethyl)-4-fluorobenzyl)-5-(3,5-difluorobenzyl)-1-(2-hydroxyethyl)-1,2,4,5,6,7-hexahydro-3H-pyrazolo[4,3-c]pyridin-3-one